(R)-(6-((1-ethyl-1H-1,2,3-triazol-5-yl)sulfonyl)-1-(4-fluorophenyl)-4,4a,5,6,7,8-hexahydro-1H-pyrazolo[3,4-g]isoquinolin-4a-yl)(4-(trifluoromethyl)pyridin-2-yl)methanone C(C)N1N=NC=C1S(=O)(=O)N1C[C@]2(CC3=C(C=C2CC1)N(N=C3)C3=CC=C(C=C3)F)C(=O)C3=NC=CC(=C3)C(F)(F)F